4-(2-(4-(4-(2,6-dioxopiperidin-3-yl)phenyl)-[1,4':1',4''-terpiperidin]-1''-yl)ethyl)-2-((S)-1-(3-ethoxy-4-methoxyphenyl)-2-(methylsulfonyl)ethyl)isoindoline-1,3-dione O=C1NC(CCC1C1=CC=C(C=C1)C1CCN(CC1)C1CCN(CC1)C1CCN(CC1)CCC1=C2C(N(C(C2=CC=C1)=O)[C@H](CS(=O)(=O)C)C1=CC(=C(C=C1)OC)OCC)=O)=O